C(C)(=O)[O-].C(C)O/C=C/C=1C(NC=C(C1)C1=NN=C(N1)C(F)(F)F)(C1=CC=CC=C1C[N+](C)(C)CCO)C (E)-3-(2-ethoxyvinyl)-2-methyl-5-(5-(trifluoromethyl)-4H-1,2,4-triazol-3-yl)pyridinebenzyl-(2-hydroxyethyl)-dimethylammonium acetate